C(C)(=O)OC([C@@H](N)CC(=O)O)=O aspartyl acetate